N-(1-(1-(4-(6-(Difluoromethyl)imidazo[1,2-b]pyridazin-3-yl)pyridin-2-yl)piperidin-3-yl)ethyl)methanesulfonamide FC(C=1C=CC=2N(N1)C(=CN2)C2=CC(=NC=C2)N2CC(CCC2)C(C)NS(=O)(=O)C)F